N-[(1S)-1-(dicyclopropylmethyl)-2-[[1-[(5-fluoro-2-oxo-1H-pyridin-3-yl)methyl]pyrazol-4-yl]amino]-2-oxo-ethyl]-2-isopropyl-pyrazole-3-carboxamide C1(CC1)C([C@@H](C(=O)NC=1C=NN(C1)CC=1C(NC=C(C1)F)=O)NC(=O)C=1N(N=CC1)C(C)C)C1CC1